2-[1-(Fmoc-amino)ethoxy]acetic acid C(=O)(OCC1C2=CC=CC=C2C2=CC=CC=C12)NC(C)OCC(=O)O